(3R,4R)-1-(1-((1S)-1-(2-Chlorophenyl)ethyl)-5,6-difluoro-1H-benzimidazol-2-yl)-4-fluoro-3-piperidinamin ClC1=C(C=CC=C1)[C@H](C)N1C(=NC2=C1C=C(C(=C2)F)F)N2C[C@H]([C@@H](CC2)F)N